ClC(C#N)C1=CSC2=C1N=C(N=C2N2[C@@H](COCC2)C)Cl 2-chloro-2-(2-chloro-4-((R)-3-methylmorpholinyl)thieno[3,2-d]Pyrimidin-7-yl)acetonitrile